2-(methoxymethyloxy)propane COCOC(C)C